NC=1C=CC(=C2C(N(C(C12)=O)C1C(NC(CC1)=O)=O)=O)OS(=O)(=O)C1=C(C=CC=C1)OC(F)(F)F.C(C1CO1)OCCC[Si](OC)(OC)OC 3-glycidoxypropyl-trimethoxysilane 7-amino-2-(2,6-dioxopiperidin-3-yl)-1,3-dioxoisoindolin-4-yl-2-(trifluoromethoxy)benzenesulfonate